BrC1=CC(=C(C=C1)C=COC)I 4-bromo-2-iodo-1-(2-methoxyvinyl)benzene